ClC=1C=C(CN2C(C3=CC=C(C=C3C(C2(C)C)C(=O)O)C2=CC=CC=C2)=O)C=CC1Cl 2-(3,4-dichlorobenzyl)-3,3-dimethyl-1-oxo-6-phenyl-1,2,3,4-tetrahydroisoquinoline-4-carboxylic acid